N,N-dibutylvaleramide C(CCC)N(C(CCCC)=O)CCCC